ClC1=C(C(=CC=C1)F)C1=NOC(=C1COC)C=1C=NN(C1C(F)(F)F)C1CC(C1)(O)C (1R,3S)-3-{4-[3-(2-chloro-6-fluorophenyl)-4-(methoxymethyl)-1,2-oxazol-5-yl]-5-(trifluoromethyl)-1H-pyrazol-1-yl}-1-methylcyclobutan-1-ol